CN1CC2=C(CC1)N=C(S2)NC(C2=CC(=NC=C2)CNC2=NC=C(C1=C2CCO1)C1=CC=NC=C1)=O N-(5-methyl-4,5,6,7-tetrahydrothiazolo[5,4-c]pyridin-2-yl)-2-(((7-(pyridin-4-yl)-2,3-dihydrofuro[3,2-c]pyridin-4-yl)amino)methyl)isonicotinamide